ClC=1SC(=C(N1)NC(C)=O)Cl N-(2,5-dichloro-1,3-thiazol-4-yl)acetamide